(5s,8s)-N-(2-chloro-3-(trifluoromethyl)benzyl)-5-fluoro-8-hydroxy-5,6,7,8-tetrahydroquinoline-5-carboxamide ClC1=C(CNC(=O)[C@]2(C=3C=CC=NC3[C@H](CC2)O)F)C=CC=C1C(F)(F)F